2-(Hydroxy(phenyl)methyl)-6-(3-methoxybenzyl)-4-methyl-4H-thiazolo[5',4':4,5]pyrrolo[2,3-d]pyridazin-5(6H)-one OC(C=1SC2=C(N(C=3C(N(N=CC32)CC3=CC(=CC=C3)OC)=O)C)N1)C1=CC=CC=C1